FC1(CCN(CC1)CCNC(=O)C=1C=C(C(=NC1)C)C=1N2C(SC1C=1C=NN(C1)CCOC)=C(C=N2)C(=O)N)F (5-((2-(4,4-difluoropiperidin-1-yl)ethyl)carbamoyl)-2-methylpyridin-3-yl)-2-(1-(2-methoxyethyl)-1H-pyrazol-4-yl)pyrazolo[5,1-b]Thiazole-7-carboxamide